N-(4-(4-amino-2-(ethoxymethyl)-1H-imidazo[4,5-c]quinolin-1-yloxy)butyl)methacrylamide NC1=NC=2C=CC=CC2C2=C1N=C(N2OCCCCNC(C(=C)C)=O)COCC